3-((2-(tert-butoxy)-2-oxoethyl)thio)-2-((tert-butoxycarbonyl)amino)-3-methylbutanoic acid C(C)(C)(C)OC(CSC(C(C(=O)O)NC(=O)OC(C)(C)C)(C)C)=O